C(C1=CC=CC=C1)OC(=O)N[C@H]1CC(CNC1)C(=O)OC methyl (5S)-5-(((benzyloxy)carbonyl)amino)piperidine-3-carboxylate